BrC1=C(C=C(C=C1)NC(=O)NC1=CC=C(C=C1)C)C(F)(F)F 1-(4-bromo-3-(trifluoromethyl)phenyl)-3-(p-tolyl)urea